C12(CC(C1)C2)NC(CN2C(C(=CC=C2)NC([C@H](CCC(C(=O)NCC)=O)NC(=O)C=2C(=NC1=NC=CC=C1C2)C)=O)=O)=O (S)-N1-(1-(2-(bicyclo[1.1.1]pentan-1-ylamino)-2-oxoethyl)-2-oxo-1,2-dihydropyridin-3-yl)-N6-ethyl-2-(2-methyl-1,8-naphthyridine-3-carboxamido)-5-oxohexanediamide